N,N-dioctadecyl-N',N'-dipropyl-3,6-dioxaoctanediamide C(CCCCCCCCCCCCCCCCC)N(C(COCCOCC(=O)N(CCC)CCC)=O)CCCCCCCCCCCCCCCCCC